3-ethyl-4-oxo-3,4-dihydro-phthalazin-1-yl-triflate C(C)N1N=C(C2=CC=CC=C2C1=O)OS(=O)(=O)C(F)(F)F